2-methoxy-4-(methoxymethoxy)-6-methylbenzoic acid COC1=C(C(=O)O)C(=CC(=C1)OCOC)C